ClC1=C(N=C(NC1=O)C1=CC(=NC=C1)F)N(C1CCOCC1)CC 5-chloro-4-[ethyl-(tetrahydropyran-4-yl)amino]-2-(2-fluoro-4-pyridinyl)-1H-pyrimidin-6-one